C(C)(C)(C)C1=CC=C(C(=O)NC2=NC=C(C=C2)O)C=C1 4-(tert-butyl)-N-(5-hydroxypyridin-2-yl)benzamide